BrC=1C=C(C=CC1)/C=C/C(=O)OC(C)C (E)-Isopropyl 3-(3-bromophenyl)acrylate